O=C1NC(CCC1N1C(C2=CC=C(C=C2C1=O)NS(=O)(=O)C1=C(C=CC(=C1)C)F)=O)=O N-(2-(2,6-dioxopiperidin-3-yl)-1,3-dioxo-isoindolin-5-yl)-2-fluoro-5-methyl-benzenesulfonamide